C1(CCC1)N([C@]1(CN(CC1)C(=O)OC(C)(C)C)C)C tert-butyl (R)-3-(cyclobutyl(methyl)amino)-3-methylpyrrolidine-1-carboxylate